N1C[C@@H](OCC1)CO (R)-morpholin-2-ylmethanol